Cl.COC1=CC=C(C=C1)C(=O)C1CN(CCC1)CCC (4-methoxyphenyl)(1-propylpiperidin-3-yl)methanone hydrochloride